1,10-diisocyanatodecan N(=C=O)CCCCCCCCCCN=C=O